N-ethyl-N-methyl-2-(6H-oxazolo[4,5-e]indol-8-yl)ethan-1-amine C(C)N(CCC1=CNC2=CC=C3C(=C12)N=CO3)C